OC=1C=C(/C=C/C(=O)O)C=CC1O Trans-3,4-dihydroxycinnamic acid